N-(3-Fluoro-2-methyl-6-nitroquinolin-5-yl)methanesulfonamide FC=1C(=NC2=CC=C(C(=C2C1)NS(=O)(=O)C)[N+](=O)[O-])C